C1N(CC2=CC=CC=C12)CC1=CC(=NC=C1)NC=1SC2=NC(=CC=C2N1)C=1C=NNC1C N-(4-(isoindolin-2-yl-methyl)pyridin-2-yl)-5-(5-methyl-1H-pyrazol-4-yl)thiazolo[5,4-b]-pyridin-2-amine